(3bR,4aR)-ethyl 1-(2-(4-(2-methyl-3-(trifluoromethyl)phenyl) piperazin-1-yl)-2-oxoethyl)-3b,4,4a,5-tetrahydro-1H-cyclopropa[3,4]cyclopenta[1,2-c]pyrazole-3-carboxylate CC1=C(C=CC=C1C(F)(F)F)N1CCN(CC1)C(CN1N=C(C2=C1C[C@@H]1[C@H]2C1)C(=O)OCC)=O